N,N-dihydroxyethyl-dibutyl-ammonium O[N+](O)(C(CCC)CC)CCCC